O=C1NC(CCC1N1C(C2=CC=CC(=C2C1=O)C#CCN1CCN(CC1)CC(=O)OC(C)(C)C)=O)=O tert-butyl 2-(4-(3-(2-(2,6-dioxopiperidin-3-yl)-1,3-dioxoisoindolin-4-yl)prop-2-yn-1-yl)piperazin-1-yl)acetate